rac-N-[(3,5-difluoropyridin-2-yl)methyl]-2-[4-(4-methylazepan-1-yl)piperidin-1-yl]-1,3-thiazole-5-carboxamide FC=1C(=NC=C(C1)F)CNC(=O)C1=CN=C(S1)N1CCC(CC1)N1CC[C@@H](CCC1)C |r|